o-(4-fluorobenzyl)hydroxylamine hydrochloride C1=CC(=CC=C1CON)F.Cl